C(C)(=O)OC\C=C\C1=CCC(CC1)(C)C (E)-3-(4,4-dimethylcyclohex-1-en-1-yl)allyl acetate